Isobutyl (5-(5,8-difluoro-4-oxo-3,4-dihydrophthalazin-1-yl)-1H-benzimidazol-2-yl)carbamate FC1=C2C(NN=C(C2=C(C=C1)F)C1=CC2=C(NC(=N2)NC(OCC(C)C)=O)C=C1)=O